[C@H](C)(CC)[C@@H]1N(CC2=C(NC1=O)C=CC=C2)C2=NC=NC=N2 (S)-3-((S)-sec-butyl)-4-(1,3,5-triazin-2-yl)-1,3,4,5-tetrahydro-2H-benzo[e][1,4]Diazepin-2-one